N-(4-cyanophenyl)-N-hydroxyacetamide C(#N)C1=CC=C(C=C1)N(C(C)=O)O